chlorododecyl-trimethylamine ClCCCCCCCCCCCCCN(C)C